FC1=C(N=CC2=C1N=C(N=C2N2CCC(CC2)C(=O)OC2=CC=C(C=C2)C#N)OCC21CCCN1CCC2)C2=CC=CC1=CC=CC(=C21)F 4-cyanophenyl 1-(8-fluoro-7-(8-fluoronaphthalen-1-yl)-2-((tetrahydro-1H-pyrrolizin-7a(5H)-yl)methoxy)pyrido[4,3-d]pyrimidin-4-yl)piperidine-4-carboxylate